FC(C=1C=C2C(=CNC2=CC1)CCN)(F)F 2-(5-(trifluoromethyl)-1H-indol-3-yl)ethan-1-amine